methyl 4-((3-(trifluoromethyl)phenylamino)methyl)benzoate FC(C=1C=C(C=CC1)NCC1=CC=C(C(=O)OC)C=C1)(F)F